COC1=C(C#N)C=CC(=C1)OC 2,4-dimethoxybenzonitrile